NC1=C(SC2=NC(=CC=C21)C)C(=O)N[C@@H]2CC=1C=CC(=NC1CC2)N2C[C@]1([C@@H](CCO1)N)CC2 3-amino-N-[(6S)-2-[(4R,5S)-4-amino-1-oxa-7-azaspiro[4.4]nonan-7-yl]-5,6,7,8-tetrahydroquinolin-6-yl]-6-methylthieno[2,3-b]pyridine-2-carboxamide